[K+].[K+].N(C1=CC=CC=C1)C=1C(=C(C=2C=CC=C(C2C1)S(=O)(=O)[O-])C1=CC=CC=2C(=CC=CC12)S(=O)(=O)[O-])NC1=CC=CC=C1 dianilino-1,1'-binaphthyl-5,5'-disulfonic acid dipotassium salt